BrC=1C=C(C(N(C1)C(C)C)=O)[N+](=O)[O-] 5-bromo-1-isopropyl-3-nitropyridin-2(1H)-one